(2S,4aR,6R,7R,8R,8aR)-8-(4-(3-fluorophenyl)-1H-1,2,3-triazol-1-yl)-7-hydroxy-2-phenylhexahydropyrano[3,2-d][1,3]dioxine-6-carboxylic acid FC=1C=C(C=CC1)C=1N=NN(C1)[C@@H]1[C@H]([C@@H](O[C@H]2[C@@H]1O[C@H](OC2)C2=CC=CC=C2)C(=O)O)O